FC=1C=C(C=C(C1)C(C)(C)O)[S@@](=O)(N)=NC(NC1=C2CCCC2=C(C=2CCCC12)F)=O (R)-3-fluoro-N'-((8-fluoro-1,2,3,5,6,7-hexahydro-s-indacen-4-yl)carbamoyl)-5-(2-hydroxypropan-2-yl)benzenesulfonimidamide